ClC1=CC=2C3=C(C=NC2C(=C1C1=C(C=CC=C1O)F)F)N=NN3C3CNC3 3-(8-chloro-6-fluoro-7-(2-fluoro-6-hydroxyphenyl)-1H-[1,2,3]triazolo[4,5-c]quinolin-1-yl)azetidine